iron diglycine NCC(=O)O.NCC(=O)O.[Fe]